CC1=CC=C(C=C1)S(=O)(=O)O.CC1=CC=C(C=C1)S(=O)(=O)O.N[C@@H](CC(C)C)C(=O)O leucine di-p-toluenesulfonate